C(#N)C1CC(C1)C(=O)O (1r,3r)-3-cyanocyclobutane-1-carboxylic acid